chloro-N-cyclopentylpyrazin-2-amine ClC=1C(=NC=CN1)NC1CCCC1